D-aspartic acid 4-benzyl ester 1-methyl ester hydrochloride Cl.COC([C@H](N)CC(=O)OCC1=CC=CC=C1)=O